(2S,3R,4R,5R)-Hexane-1,2,3,4,5-pentol C([C@@H]([C@H]([C@@H]([C@@H](C)O)O)O)O)O